BrC=1SC2=NC(=CC(=C2N1)C)OCCN 2-((2-bromo-7-methylthiazolo[5,4-b]pyridin-5-yl)oxy)ethylamine